2-chloropropyltri-n-propoxysilane ClC(C[Si](OCCC)(OCCC)OCCC)C